COC(=O)C=1C=CC2=C(N(C(=N2)CC23CC(C2)(C3)NC(=O)OC(C)(C)C)C[C@H]3OCC3)C1 (S)-2-((3-((tert-butoxycarbonyl)amino)bicyclo[1.1.1]pentan-1-yl)methyl)-1-(oxetan-2-ylmethyl)-1H-benzo[d]imidazole-6-carboxylic acid methyl ester